CSCC[C@@H](C(=O)O[C@@H]1[C@H](O[C@H]([C@@H]1O)N2C=NC3=C(N=CN=C32)N)COP(=O)(O)O)N The molecule is an L-methionine derivative that is the ester obtained by formal condensation of the carboxy group of L-methionine with the 3'-hydroxy group of AMP. It has a role as a Mycoplasma genitalium metabolite. It is an adenosine 5'-phosphate, a L-methionine derivative, an alpha-amino acid ester and a purine ribonucleoside 5'-monophosphate. It derives from an adenosine 5'-monophosphate.